[9-(4-chlorophenyl)-6-(3-hydroxy-3-methyl-azetidin-1-yl)-2-(2-hydroxy-2-methyl-propoxy)purin-8-yl]pyridine-2-carbonitrile ClC1=CC=C(C=C1)N1C2=NC(=NC(=C2N=C1C=1C(=NC=CC1)C#N)N1CC(C1)(C)O)OCC(C)(C)O